6,7-difluoro-1-methylquinoxalin-2(1H)-one FC=1C=C2N=CC(N(C2=CC1F)C)=O